C(C1=CC=CC=C1)C(C(=O)[O-])(C(=O)[O-])CC1=CC=CC=C1.[Ba+2] barium 2,2-dibenzylmalonate